ClC=1C=CC=2N(N1)C(=CN2)C2=CNC(=C2)CC 6-chloro-3-(5-ethyl-1H-pyrrol-3-yl)imidazo[1,2-b]pyridazine